ethyl N-(2-chlorobenzyl)-P-(4-(5-(chlorodifluoromethyl)-1,2,4-oxadiazol-3-yl)-2-fluorobenzyl)phosphonamidate ClC1=C(CNP(OCC)(=O)CC2=C(C=C(C=C2)C2=NOC(=N2)C(F)(F)Cl)F)C=CC=C1